4,7-dichloro-1-(2-cyclopropyl-4-methylpyridin-3-yl)-6-fluoropyrido[2,3-d]pyrimidin-2(1H)-one ClC=1C2=C(N(C(N1)=O)C=1C(=NC=CC1C)C1CC1)N=C(C(=C2)F)Cl